Cl.Cl.Cl.N1CCC(CC1)N1CC(C1)(N1C=C(C=C1)C=1C2=C(N=CN1)N(C=C2)COCC[Si](C)(C)C)CC#N {1-Piperidin-4-yl-3-[3-(7-{[2-(trimethylsilyl)ethoxy]methyl}-7H-pyrrolo[2,3-d]pyrimidin-4-yl)-1H-pyrrol-1-yl]azetidin-3-yl}acetonitrile trihydrochloride